1-{6-[3-(dimethylamino)azetidin-1-yl]pyridin-3-yl}-4-oxo-1,4-dihydro-quinoline-3-carboxylic acid CN(C1CN(C1)C1=CC=C(C=N1)N1C=C(C(C2=CC=CC=C12)=O)C(=O)O)C